1-Butyl-3-(2-(cyclopropylamino)spiro[3.5]nonan-7-yl)pyrimidine-2,4,6(1H,3H,5H)-trione C(CCC)N1C(N(C(CC1=O)=O)C1CCC2(CC(C2)NC2CC2)CC1)=O